CC(CCO)CCC1=CC=CC=C1 3-Methyl-5-phenylpentanol